2-(4-cyclopropyl-6-methoxypyrimidin-5-yl)-7-oxopyrido[2,3-d]pyrimidine-6-carboxylate C1(CC1)C1=NC=NC(=C1C=1N=CC=2C(N1)=NC(C(C2)C(=O)[O-])=O)OC